CC(C)(C)OC(=O)N1CCCC1 tetrahydropyrrole-1-carboxylic acid-2-methylpropan-2-yl ester